1-((2R,4S,5S)-4-((tert-butyldimethylsilyl)oxy)-5-(2-hydroxypropan-2-yl)tetrahydrofuran-2-yl)-5-fluoropyrimidine-2,4(1H,3H)-dione [Si](C)(C)(C(C)(C)C)O[C@H]1C[C@@H](O[C@@H]1C(C)(C)O)N1C(NC(C(=C1)F)=O)=O